C(=C)(C)[C@@H]1CCC=C(C1)CC(C(=O)OCC)C ethyl 3-[(5R)-5-isopropenyl-1-cyclohexen-1-yl]-2-methylpropionate